2-(Tert-butyl)-5-oxo-7-(trifluoromethyl)pyrazolo[1,5-a]pyridine C(C)(C)(C)C=1NN2C(=CC(C=C2C(F)(F)F)=O)C1